ClC=1C(=CC2=C(N=C(S2)NC(=O)C2(CCCC2)C2=CC=CC=C2)C1)Cl N-(5,6-dichlorobenzo[d]thiazol-2-yl)-1-phenylcyclopentane-1-carboxamide